BrC1=CC=C2C(=C(C(=NC2=C1F)Cl)C#N)N1C[C@@H](N[C@H](C1)C)C 7-Bromo-2-chloro-4-((3s,5s)-3,5-dimethylpiperazin-1-yl)8-fluoroquinoline-3-carbonitrile